(2S)-1-[[2-[2-[tert-butyl(dimethyl)silyl]oxyethyl]-5-ethoxy-4-iodo-pyrazol-3-yl]methyl-isopropyl-amino]propan-2-ol [Si](C)(C)(C(C)(C)C)OCCN1N=C(C(=C1CN(C[C@H](C)O)C(C)C)I)OCC